4,6-Dichloro-5-((2-fluorobenzyl)oxy)-1H-indole-2-carboxylic acid ClC1=C2C=C(NC2=CC(=C1OCC1=C(C=CC=C1)F)Cl)C(=O)O